FC1=C(C=CC(=C1)F)N1N=NC(=C1)C(CC)C1=CC=C2C(=NC=NN21)N 7-{1-[1-(2,4-difluorophenyl)-1H-1,2,3-triazol-4-yl]Propyl}pyrrolo[2,1-f][1,2,4]Triazin-4-amine